CC1(OCCC(C1)S(=O)(=O)NC(C1=C(C=CC=C1)F)=O)C N-[(2,2-dimethyloxan-4-yl)sulfonyl]-2-fluorobenzamide